6-bromo-3-(2-chloro-5-fluorophenyl)-2-(4-methoxybenzyl)-4-nitroisoindole-1-thione BrC1=CC(=C2C(N(C(C2=C1)=S)CC1=CC=C(C=C1)OC)C1=C(C=CC(=C1)F)Cl)[N+](=O)[O-]